C(C)N(CC)CC1=CC(=C(OCC[C@@H]2[C@]3(C)[C@@H](CC2)[C@@H]2[C@@H](CC=4C=C(C=CC4[C@H]2CC3)O)C)C=C1)OC 17β-[2-[4-[(diethylamino)methyl]-2-methoxyphenoxy]ethyl]-7α-methylestra-1,3,5(10)-trien-3-ol